tert-Butyl N-[[2-(1-piperidyl)-1,6-naphthyridin-7-yl]methyl]carbamate N1(CCCCC1)C1=NC2=CC(=NC=C2C=C1)CNC(OC(C)(C)C)=O